tert-butyl (E)-4-((3-fluoro-2-hydroxy-5-((5-(3-(pyrrolidin-1-yl)phenyl)thiazol-2-yl)carbamoyl)benzylidene) amino)piperazine-1-carboxylate FC=1C(=C(\C=N\N2CCN(CC2)C(=O)OC(C)(C)C)C=C(C1)C(NC=1SC(=CN1)C1=CC(=CC=C1)N1CCCC1)=O)O